C(C)N1C=C(C(C2=CC=CC(=C12)F)=O)S(=O)(=O)N1CCC2(C[C@H](CO2)NC[C@@H](COC=2C=C(C=CC2)S(=O)(=O)NC)O)CC1 3-((S)-3-((R)-8-(1-ethyl-8-fluoro-4-oxo-1,4-dihydroquinolin-3-ylsulfonyl)-1-oxa-8-azaspiro[4.5]decan-3-ylamino)-2-hydroxypropoxy)-N-methylbenzenesulfonamide